2-({5-[(2-chlorophenyl)methoxy]-2-methylpyrazolo[1,5-a]pyridin-3-yl}formamido)-2-methylpropanamide ClC1=C(C=CC=C1)COC1=CC=2N(C=C1)N=C(C2C(=O)NC(C(=O)N)(C)C)C